C(C)[S@](=O)C=1C=C(C=CC1C1=NC=2C(=NC=C(C2)C(F)(F)F)N1C)C1(CC1)C#N 1-[3-[(S)-ethylsulfinyl]-4-[3-methyl-6-(trifluoromethyl)imidazo[4,5-b]pyridin-2-yl]phenyl]cyclopropanecarbonitrile